8-(1-(methylcarbamoyl)-5-(prop-1-en-2-yl)imidazo[1,5-a]pyridin-7-yl)isoquinolin CNC(=O)C=1N=CN2C1C=C(C=C2C(=C)C)C=2C=CC=C1C=CN=CC21